C(C=C)(=O)N1[C@H](CN(CC1)C1=NC(=NC=2C[C@@H](CCC12)N1CCCC2=CC=C(C=C12)F)N1CC(C1)CN(C)C)CC#N 2-((S)-1-Acryloyl-4-((R)-2-(3-((dimethylamino)methyl)azetidin-1-yl)-7-(7-fluoro-3,4-dihydroquinolin-1(2H)-yl)-5,6,7,8-tetrahydroquinazolin-4-yl)piperazin-2-yl)acetonitrile